(14S,17S)-10-methyl-6-nitro-13-oxo-18-oxa-8,12,15,20,23-pentazatetracyclo[17.3.1.114,17.02,7]tetracosa-1(23),2,4,6,19,21-hexaene-15-carboxylate CC1CNC2=C(C=CC=C2C=2C=CN=C(O[C@@H]3CN([C@H](C(NC1)=O)C3)C(=O)[O-])N2)[N+](=O)[O-]